NC=1C2=C(N=CN1)C(=CC(=N2)NC2CC2)C=2C(=C(C=CC2C)O)C 3-(4-amino-6-(cyclopropylamino)pyrido[3,2-d]pyrimidin-8-yl)-2,4-dimethylphenol